(E)-1-(2,6-Difluorophenyl)-3-(3-hydroxy-4-methoxyphenyl)prop-2-en-1-one FC1=C(C(=CC=C1)F)C(\C=C\C1=CC(=C(C=C1)OC)O)=O